FC1(CC12CC(C2)OC2=NN(C(C1=CC=C(C=C21)C2(CC2)F)=O)CC(=O)NC2=NC=C(C=N2)F)F 2-[4-(2,2-difluorospiro[2.3]hexan-5-yl)oxy-6-(1-fluorocyclopropyl)-1-oxophthalazin-2-yl]-N-(5-fluoropyrimidin-2-yl)acetamide